CS(=O)(=O)N1CCOCC1 4-(methylsulfonyl)morpholin